ethyl 2-methyldioxolan-2-yl-acetate CC1(OCCO1)CC(=O)OCC